tert-butyl 4-(1-cyclopentyl-7-methylsulfanyl-2-oxo-4H-pyrimido[4,5-d]pyrimidin-3-yl)-3,4-dihydro-2H-quinoline-1-carboxylate C1(CCCC1)N1C(N(CC=2C1=NC(=NC2)SC)C2CCN(C1=CC=CC=C21)C(=O)OC(C)(C)C)=O